N1=CC=CC=2NC=3C=C(C=CC3C21)C#N 5H-pyrido[3,2-b]indole-7-carbonitrile